[Si](C1=CC=CC=C1)(C1=CC=CC=C1)(C(C)(C)C)OCC1N(C2COC1C2)C(=O)O 6-(((tert-butyldiphenylsilyl)oxy)methyl)-2-oxa-5-azabicyclo[2.2.1]heptane-5-carboxylic acid